(R)-2-(3-chloro-4H-thieno[3,2-b]pyrrole-5-carbonyl)-N-((S)-4-hydroxy-3-oxo-1-((S)-2-oxopyrrolidin-3-yl)butan-2-yl)-2-azabicyclo[2.2.2]octane-3-carboxamide ClC1=CSC2=C1NC(=C2)C(=O)N2C1CCC([C@@H]2C(=O)N[C@@H](C[C@H]2C(NCC2)=O)C(CO)=O)CC1